6-((2-(2,6-dioxopiperidin-3-yl)-1-oxoisoindolin-5-yl)ethynyl)pyridazin O=C1NC(CCC1N1C(C2=CC=C(C=C2C1)C#CC1=CC=CN=N1)=O)=O